C(C1=CC=CC=C1)N1C(CC(C1)COC)=O 1-Benzyl-4-(methoxymethyl)pyrrolidin-2-one